2,6-Dimethoxy-N-(6-(methoxymethyl)benzo[d]isoxazol-3-yl)benzenesulfonamide COC1=C(C(=CC=C1)OC)S(=O)(=O)NC1=NOC2=C1C=CC(=C2)COC